2-(ethylsulfamoyl)-4-[(1,3,4-oxadiazol-2-yl)amino]Benzene C(C)NS(=O)(=O)C1=CC=CC(=C1)NC=1OC=NN1